1-(4-((3S,4S)-3-(cyclopropylmethyl)-7-hydroxyisochroman-4-yl)phenyl)piperidine-4-carbaldehyde C1(CC1)C[C@@H]1OCC2=CC(=CC=C2[C@@H]1C1=CC=C(C=C1)N1CCC(CC1)C=O)O